COC(=O)C1=C(NC(=C(C1C=1C2=C(SC1)C(=CC=C2)C#N)C(=O)OC)N)N 2,6-diamino-4-(7-cyanobenzo[b]thiophen-3-yl)-1,4-dihydropyridine-3,5-dicarboxylic acid dimethyl ester